N-[(3S,4S)-4-hydroxypyrrolidin-3-yl]-4-[2-methyl-4-[[3-[1-methyl-3-(trifluoromethyl)pyrazol-4-yl]imidazo[1,2-a]pyrazin-8-yl]amino]benzoyl]piperazine-1-carboxamide O[C@@H]1[C@H](CNC1)NC(=O)N1CCN(CC1)C(C1=C(C=C(C=C1)NC=1C=2N(C=CN1)C(=CN2)C=2C(=NN(C2)C)C(F)(F)F)C)=O